2-(1-cyclobutyl-1H-1,3-benzodiazol-2-yl)-5-ethoxy-1-methyl-N-(1,2-oxazol-4-yl)-6-oxo-1,6-dihydropyrimidine-4-carboxamide C1(CCC1)N1C(=NC2=C1C=CC=C2)C=2N(C(C(=C(N2)C(=O)NC=2C=NOC2)OCC)=O)C